CN1C2=C(C3=C1C(NN=C3)=O)SC(=N2)C(C)C2=CC=CC=C2 4-methyl-2-(1-phenylethyl)-4H-thiazolo[5',4':4,5]pyrrolo[2,3-d]pyridazin-5(6H)-one